Methyl cis-11-eicosenoate C(CCCCCCCCC\C=C/CCCCCCCC)(=O)OC